2-hydroxyphenoxyquinoxaline OC1=C(OC2=NC3=CC=CC=C3N=C2)C=CC=C1